5,6-diacetyl-1,3-dihydro-2H-inden-2-one oxime C(C)(=O)C=1C=C2CC(CC2=CC1C(C)=O)=NO